3-((2-Methyl-4-thiazolyl)ethynyl)-pyridine CC=1SC=C(N1)C#CC=1C=NC=CC1